(3R)-3-carbamimidamido-4-methyl-pentanoic acid N(C(=N)N)[C@H](CC(=O)O)C(C)C